norbornene-2,3-dicarboxylic acid anhydride C12C3=C(C(CC1)C2)C(=O)OC3=O